2-(2-methoxy-4-pyridyl)-6-methyl-aniline COC1=NC=CC(=C1)C1=C(N)C(=CC=C1)C